C(C)OC(=O)C=1C=C(C=CC1[N+](=O)[O-])C1[C@@H](CN(CC1)C(=O)OC(C)(C)C)C tert-butyl (S)-4-(3-ethoxycarbonyl-4-nitrophenyl)-3-methylpiperidine-1-carboxylate